SYN-deoxyguanosine monophosphate P(=O)(O)(O)OC[C@@H]1[C@H](C[C@@H](O1)N1C=NC=2C(=O)NC(N)=NC12)O